CC(C[C@H]1[C@@H](C[C@H]2N(CCC3=CC(=C(C=C23)OC)OC2COC2)C1)O)(C)C (2R,3R,11bR)-3-(2,2-Dimethylpropyl)-10-methoxy-9-(oxetan-3-yloxy)-1H,2H,3H,4H,6H,7H,11bH-pyrido[2,1-a]isochinolin-2-ol